(S)-2-((S)-4,4-difluoro-3-(6-oxo-1,6-dihydropyridin-3-yl)piperidin-1-yl)-N-(5-((3,5-difluoropyridin-2-yl)oxy)pyridin-2-yl)propanamide FC1([C@H](CN(CC1)[C@H](C(=O)NC1=NC=C(C=C1)OC1=NC=C(C=C1F)F)C)C1=CNC(C=C1)=O)F